NC(C(=O)O)C(C)C aminoisovaleric acid